4-(1-(2,6-di(benzyloxy)pyridin-3-yl)-6-fluoro-1H-benzo[d]imidazol-5-yl)-3,6-dihydropyridine-1(2H)-carboxylic acid tert-butyl ester C(C)(C)(C)OC(=O)N1CCC(=CC1)C1=CC2=C(N(C=N2)C=2C(=NC(=CC2)OCC2=CC=CC=C2)OCC2=CC=CC=C2)C=C1F